C(#N)C=1C=CC(=C(C1)NS(=O)(=O)C=1C=C(C(=O)O)C=CC1C1CCC1)C1=NC=CC=C1 3-(N-(5-cyano-2-(pyridin-2-yl)phenyl)sulfamoyl)-4-cyclobutylbenzoic Acid